ethyl 5-methyl-5-(trifluoromethyl)-3-(((trifluoromethyl)sulfonyl)oxy)-4,5-dihydrothiophene-2-carboxylate CC1(CC(=C(S1)C(=O)OCC)OS(=O)(=O)C(F)(F)F)C(F)(F)F